C(=O)(O)C1C2C=CC(C1C(=O)O)C2 5,6-dicarboxybicyclo[2.2.1]hept-2-ene